C(C1=CC=CC=C1)N1C(C(C(=C1C1=CC=C(C=C1)F)C)(CC(C(C(C(F)(F)F)(F)F)(F)F)(F)F)C)=O 1-benzyl-5-(4-fluorophenyl)-3,4-dimethyl-3-(2,2,3,3,4,4,5,5,5-nonafluoropentyl)-1,3-dihydro-2H-pyrrol-2-one